7-(2-Amino-[1,2,4]triazolo[1,5-a]pyridin-7-yl)-4-(2-fluoro-5-(trifluoromethoxy)benzyl)-3,4-dihydropyrido[3,2-f][1,4]thiazepin-5(2H)-one 1,1-dioxide NC1=NN2C(C=C(C=C2)C2=CC=3C(N(CCS(C3N=C2)(=O)=O)CC2=C(C=CC(=C2)OC(F)(F)F)F)=O)=N1